ethyl-di-p-tolylaluminum C(C)[Al](C1=CC=C(C=C1)C)C1=CC=C(C=C1)C